C(C)(C)(C)C=1C=C(C2=C(N=C(O2)C2=CC=C(C=C2)C=2OC3=C(N2)C=C(C=C3C(C)(C)C)C(C)(C)C)C1)C(C)(C)C 1,4-bis(5,7-di-tert-butylbenzo[d]oxazol-2-yl)benzene